ClC1=CC=C(C=N1)NC1=NC=CC2=CC(=CC=C12)OCC=1C=NN(C1)CCOC N-(6-chloropyridin-3-yl)-6-((1-(2-methoxyethyl)-1H-pyrazol-4-yl)methoxy)isoquinolin-1-amine